Cl.N[C@@H](C)C1=NC(=NN1C1=NC=CC=N1)NC 5-[(1S)-1-aminoethyl]-N-methyl-1-pyrimidin-2-yl-1,2,4-triazol-3-amine-hydrochloride